(Z)-2-Methyl-2-butenal C/C(/C=O)=C/C